(2R,3S,4S)-4-hydroxy-1-methyl-2-(4-(oxazol-5-yl)benzyl)pyrrolidin-3-yl (3-fluorobenzyl)carbamate FC=1C=C(CNC(O[C@H]2[C@H](N(C[C@@H]2O)C)CC2=CC=C(C=C2)C2=CN=CO2)=O)C=CC1